CC=1C=CC=2N(C3=CC=CC=C3C2C1)C1=C(C#N)C(=C(C(=C1N1C2=CC=CC=C2C=2C=C(C=CC12)C)N1C2=CC=CC=C2C=2C=C(C=CC12)C)N1C2=CC=CC=C2C=2C=C(C=CC12)C)C1=NC2=C(N1C1=CC=CC=C1)C=CC=C2 2,3,4,5-tetrakis(3-methyl-9H-carbazol-9-yl)-6-(1-phenyl-1H-benzo[d]imidazol-2-yl)benzonitrile